C(C)(=O)C1=C(C(=O)O)C(=CC=C1)N 2-acetyl-6-aminobenzoic acid